(2S,3R)-3-((tert-butyldimethylsilyl)oxy)-2-(7,7-difluoro-1-oxo-2-azaspiro[3.5]nonan-2-yl)butanamide [Si](C)(C)(C(C)(C)C)O[C@@H]([C@@H](C(=O)N)N1C(C2(C1)CCC(CC2)(F)F)=O)C